cyclohexene-1-methanol C1(=CCCCC1)CO